C(C)(C)(C)OC(=O)N1CC(C1)C=1OC(=CN1)C(NC12CC(C1)(C2)NC(=O)[C@@H]2OC1=C(C(C2)=O)C=C(C=C1)Cl)=O 3-{5-[(3-{[(2R)-6-chloro-4-oxo-3,4-dihydro-2H-1-benzopyran-2-carbonyl]amino}bicyclo[1.1.1]pent-1-yl)carbamoyl]-1,3-oxazol-2-yl}azetidine-1-carboxylic acid tert-butyl ester